8-(3,5-di-tert-butyl-4-methoxyphenyl)-6-methyl-1,2,3,5-tetrahydro-s-indacene C(C)(C)(C)C=1C=C(C=C(C1OC)C(C)(C)C)C=1C=2C=C(CC2C=C2CCCC12)C